Methyl (3Z)-2-oxo-3-[phenyl-[4-(piperidin-1-ylmethyl)anilino]methylidene]-1H-indole-6-carboxylate O=C\1NC2=CC(=CC=C2/C1=C(/NC1=CC=C(C=C1)CN1CCCCC1)\C1=CC=CC=C1)C(=O)OC